2-[6-(cyclopropylamino)pyridin-3-yl]-N-[(3S)-9-fluoro-2-oxo-5-phenyl-1,3-dihydro-1,4-benzodiazepine-3-yl]-6,7-dihydro-5H-pyrazolo[5,1-b][1,3]Oxazine-3-carboxamide C1(CC1)NC1=CC=C(C=N1)C1=NN2C(OCCC2)=C1C(=O)N[C@@H]1C(NC2=C(C(=N1)C1=CC=CC=C1)C=CC=C2F)=O